OC(C)C=1C=C(C=C2C(C(=C(OC12)N1CCN(CC1)C(=O)OC(C)(C)C)C)=O)C tert-butyl 4-[8-(1-hydroxyethyl)-3,6-dimethyl-4-oxo-chromen-2-yl]piperazine-1-carboxylate